FC1=CC=C(C=C1)C=CC=1C=C2C(=CC=NC2=CC1)C(=O)NCC(=O)N1C(CC(C1)(F)F)C#N 6-(4-fluorophenylvinyl)-N-(2-(2-cyano-4,4-difluoropyrrolidin-1-yl)-2-oxoethyl)quinoline-4-carboxamide